1-(4-chloro-2-fluoro-5-(7-((2-methoxyethyl)amino)-2-oxo-1-(2,2,2-trifluoroethyl)-1,2-dihydro-1,6-naphthyridin-3-yl)phenyl)-3-(3-fluorophenyl)urea ClC1=CC(=C(C=C1C=1C(N(C2=CC(=NC=C2C1)NCCOC)CC(F)(F)F)=O)NC(=O)NC1=CC(=CC=C1)F)F